tungsten-vanadium [V].[W]